C(CCCCCCCCCCC)C(=O)CCCCCCCCCCCC di(dodecyl) ketone